4-phenyl-1,3-thiazole C1(=CC=CC=C1)C=1N=CSC1